O=C1NC(CCC1C1=NN(C2=CC(=CC=C12)N1CCN(CC1)C[C@H]1[C@@H](CN(CC1)C(=O)OC(C)(C)C)F)C)=O tert-butyl (3S,4S)-4-((4-(3-(2,6-dioxopiperidin-3-yl)-1-methyl-1H-indazol-6-yl)piperazin-1-yl)methyl)-3-fluoropiperidine-1-carboxylate